P(=O)(O)(O)OC[C@@H]1[C@H]([C@]([C@@H](O1)N1C=NC=2C(N)=NC=NC12)(O)[C@H]1[C@H](O)[C@H](O)[C@H](O1)CO)O 2'-β-ribosyladenosine (phosphate)